[O-2].[O-2].[O-2].[O-2].[V+5] vanadium (V) tetraoxide